Ethyl 3-[2-chloro-5-[6-chloro-4-(trifluoromethyl)-2-pyridyl]-4-fluoro-phenyl]-5-methyl-4H-isoxazole-5-carboxylate ClC1=C(C=C(C(=C1)F)C1=NC(=CC(=C1)C(F)(F)F)Cl)C1=NOC(C1)(C(=O)OCC)C